FC(C=1C(=C(C=CC1)[C@@H](C)NC=1C2=C(N=C(N1)C)N=C(C(=C2)N2CCN(CC2)CC)OC2CN(C2)C)F)F (R)-N-(1-(3-(difluoromethyl)-2-fluorophenyl)ethyl)-6-(4-ethylpiperazin-1-yl)-2-methyl-7-((1-methylazetidin-3-yl)oxy)pyrido[2,3-d]pyrimidin-4-amine